ClC=1C=C(C=C2C(=C(C=NC12)C#N)N[C@H](CO)C1=CC=CC=C1)N[C@H](C=1N=NNC1)C=1C(=NC=CC1)C 8-chloro-4-(((S)-2-hydroxy-1-phenylethyl)amino)-6-(((S)-(2-methylpyridin-3-yl)(1H-1,2,3-triazol-4-yl)methyl)amino)quinoline-3-carbonitrile